CS(=O)(=O)[O-].C(CCCCCCCCCC)[NH+]1CC(CC1)C 1-Undecyl-3-Methylpyrrolidinium methansulfonat